methyl 5-((S)-2-((S)-2-((tert-butoxycarbonyl)amino)-3-methylbutanamido)propanamido)-2-ethynylbenzoate C(C)(C)(C)OC(=O)N[C@H](C(=O)N[C@H](C(=O)NC=1C=CC(=C(C(=O)OC)C1)C#C)C)C(C)C